COC(C1CCN(CC1)C1=NC=C(C=N1)O)OC 2-(4-(dimethoxymethyl)piperidin-1-yl)pyrimidin-5-ol